4-(4-{[2,4-Bis(trifluoromethyl)phenoxy]methyl}-3-methoxyphenyl)-N,N-dimethyl-6-oxo-2H,4H,5H,6H,7H-pyrazolo[3,4-b]pyridin-5-carboxamid FC(C1=C(OCC2=C(C=C(C=C2)C2C=3C(NC(C2C(=O)N(C)C)=O)=NNC3)OC)C=CC(=C1)C(F)(F)F)(F)F